N-n-undecanoyl-arginine C(CCCCCCCCCC)(=O)N[C@@H](CCCNC(N)=N)C(=O)O